(S)-14-(2-(cyclopropylamino)ethyl)-7-ethyl-7-hydroxy-7H-[1,3]dioxolo[4,5-g]pyrano[3',4':6,7]indolizino[1,2-b]quinoline-8,11(10H,13H)-dione C1(CC1)NCCC1=C2C(=NC=3C=C4C(=CC13)OCO4)C4=CC1=C(C(N4C2)=O)COC([C@]1(O)CC)=O